C[C@H]1N(CCN(C1)C=1C=C2C(=NC=NC2=CC1)NC1=CC(=C(C=C1)OC1=CC=2N(C=C1)N=CN2)C)C(=O)OC(C)(C)C tert-butyl (2R)-2-methyl-4-{4-[(3-methyl-4-{[1,2,4]triazolo[1,5-a]pyridin-7-yloxy}phenyl)amino]quinazolin-6-yl}piperazine-1-carboxylate